C(C)C1=NC(=NO1)C=1C=C2CC[C@H](C2=CC1)NC(=O)C=1N=C(OC1)CS(=O)(=O)C (R)-N-(5-(5-ethyl-1,2,4-oxadiazol-3-yl)-2,3-dihydro-1H-inden-1-yl)-2-((methylsulfonyl)methyl)oxazole-4-carboxamide